(e)-4-((4-(4-(1H-1,2,3-triazol-1-yl)butyl)phenoxy)methyl)-2-((4-methoxy)styryl)oxazole N1(N=NC=C1)CCCCC1=CC=C(OCC=2N=C(OC2)\C=C\C2=CC=C(C=C2)OC)C=C1